2-hydroxy-5,5-dimethylcyclopent-2-en-1-one OC=1C(C(CC1)(C)C)=O